C1=C[C@@H]([C@@H](C(=C1)/C=C/C(=O)O)O)O The molecule is a 3-(cis-5,6-dihydroxycyclohexa-1,3-dienyl)acrylic acid. It is a conjugate acid of a 3-[(5S,6R)-5,6-dihydroxycyclohexa-1,3-dienyl]acrylate. It is an enantiomer of a 3-[(5R,6S)-5,6-dihydroxycyclohexa-1,3-dienyl]acrylic acid.